N-(3,4-dimethoxyphenethyl)cinnamamide tert.-Butyl-peroxybenzoat C(C)(C)(C)OOC(C1=CC=CC=C1)=O.COC=1C=C(CCNC(C=CC2=CC=CC=C2)=O)C=CC1OC